Benzyl 4-(dimethylamino)-3-(methylamino)-4-oxobutyrate CN(C(C(CC(=O)OCC1=CC=CC=C1)NC)=O)C